FC1=C(C(=O)N2CCC3(C(N4[C@H](O3)CC[C@H]4C4=C(C=CC=C4)F)=O)CC2)C=C(C=C1)C (5'S,7a'R)-1-(2-fluoro-5-methylbenzoyl)-5'-(2-fluorophenyl)tetrahydro-3'H-spiro[piperidine-4,2'-pyrrolo[2,1-b]oxazol]-3'-one